C(CC/C=C\C/C=C\C/C=C\C/C=C\CCCC(=O)O)CCO 20-hydroxy-(5Z,8Z,11Z,14Z)-eicosatetraenoic acid